C(C)(C)N1CCN(CC1)C(C(=O)N)[N+]#[C-] 4-ISOPROPYL-PIPERAZINO-ISOCYANO-ACETAMIDE